N-[4-(2,2'-binaphthyl-6-yl)phenyl]-N-(9,9-dimethyl-9H-fluoren-4-yl)dibenzofuran-4-amine C1=C(C=CC2=CC(=CC=C12)C1=CC=C(C=C1)N(C1=CC=CC2=C1OC1=C2C=CC=C1)C1=CC=CC=2C(C3=CC=CC=C3C12)(C)C)C1=CC2=CC=CC=C2C=C1